4-(6-(2,5-difluorophenyl)-6-(1-methyl-2-oxo-1,2-dihydropyridin-3-yl)hex-1,3-diyn-1-yl)-1-(4-methoxybenzyl)-1H-pyrazole FC1=C(C=C(C=C1)F)C(CC#CC#CC=1C=NN(C1)CC1=CC=C(C=C1)OC)C=1C(N(C=CC1)C)=O